tert-Butyl endo-3-((8-((4-([1,2,4]triazolo[1,5-a]pyridin-7-yloxy)-3-methylphenyl)amino)-pyrimido[5,4-d]pyrimidin-2-yl)-oxy)-8-azabicyclo[3.2.1]octane-8-carboxylate N=1C=NN2C1C=C(C=C2)OC2=C(C=C(C=C2)NC2=NC=NC1=C2N=C(N=C1)OC1CC2CCC(C1)N2C(=O)OC(C)(C)C)C